N-ethylpropane-2-Amine C(C)NC(C)C